7-(4-hydroxypiperidin-4-yl)-2-(4-phenoxyphenyl)-4,5,6,7-tetrahydro-2H-pyrazolo[4,3-b]pyridine-3-carboxamide OC1(CCNCC1)C1C=2C(NCC1)=C(N(N2)C2=CC=C(C=C2)OC2=CC=CC=C2)C(=O)N